2-bromo-1-methyl-1H,4H,5H,6H,7H-pyrrolo[3,2-c]pyridin-4-one BrC1=CC=2C(NCCC2N1C)=O